CN1N=C2C=CC=C(C2=C1)C(C)N 1-(2-Methyl-2H-indazol-4-yl)ethylamine